BrC1=C(CN(C(OC(C)(C)C)=O)CC(=O)N(C)OC)C=CC=C1F tert-butyl (2-bromo-3-fluorobenzyl)(2-(methoxy(methyl)amino)-2-oxoethyl)carbamate